CC1(OB(OC1(C)C)C=1C=CC=2C3(C4=CC=CC=C4C2C1)C=1C(=NC=CC1)C1=NC=CC=C13)C 3'-(4,4,5,5-tetramethyl-1,3,2-dioxaborolan-2-yl)spiro[cyclopenta[2,1-b:3,4-b']dipyridine-5,9'-fluorene]